N(=[N+]=[N-])[C@H]1C[C@@H](OC[C@H]1NC)C(=O)N1[C@H](C2=CC=CC=C2CC1)C1=CC=C(C=C1)F ((2R,4S,5S)-4-azido-5-(methylamino)tetrahydro-2H-pyran-2-yl)((S)-1-(4-fluorophenyl)-3,4-dihydroisoquinolin-2(1H)-yl)methanone